FC=1C(=C(C=NC1)[C@H]1N(OCC1)C(=O)C1CCN(CC1)C1=CC(=NC=N1)C#N)C (S)-6-(4-(3-(5-fluoro-4-methylpyridin-3-yl)isoxazolidine-2-carbonyl)piperidin-1-yl)pyrimidine-4-carbonitrile